C(C)C=1C[C@@H]2CC([C@@H]2C1)(O)C[N+](=O)[O-] (1r,5s)-3-ethyl-6-(nitromethyl)bicyclo[3.2.0]hept-3-en-6-ol